C(C)C1=C(C=CC(=N1)N)C=1C=CC=C2C=CC(=NC12)C=1C=NC=NC1 6-ethyl-5-(2-(pyrimidin-5-yl)quinolin-8-yl)pyridin-2-amine